CC=1C(=NC(=NC1)N[C@H](CO)C)C=1C=C2N(CCCN3C2=NN=C3C3(CCC3)C(F)(F)F)C1 (S)-2-((5-methyl-4-(3-(1-(trifluoromethyl)cyclobutyl)-6,7-dihydro-5H-pyrrolo[1,2-a][1,2,4]triazolo[3,4-c][1,4]diazepin-10-yl)pyrimidin-2-yl)amino)propan-1-ol